2,4,6-trimethyl-phenol CC1=C(C(=CC(=C1)C)C)O